C(#N)CC1=C2CCCN(C2=CC=C1)C1=CC=C(C=C1)C(F)(F)F 5-(cyanomethyl)-1-(4-(trifluoromethyl)phenyl)-1,2,3,4-tetrahydroquinoline